Zinc bisstearate C(CCCCCCCCCCCCCCCCC)(=O)[O-].C(CCCCCCCCCCCCCCCCC)(=O)[O-].[Zn+2]